(2R)-N-((R or S)-(3-chloro-2,4-difluoro-phenyl)(6-(difluoro-methoxy)pyridin-3-yl)methyl)-2-methyl-3-oxopiperazine-1-carboxamide ClC=1C(=C(C=CC1F)[C@H](NC(=O)N1[C@@H](C(NCC1)=O)C)C=1C=NC(=CC1)OC(F)F)F |o1:8|